NC1=C(C(=O)NC2CCNCC2)C=C(C=C1OC)C=1C=CC2=C(C=3CN(C(C3C=C2)=O)CC(=C)C(N)=O)C1 2-amino-5-[2-(2-carbamoyl-2-methylideneethyl)-3-oxo-1H,2H,3H-benzo[e]isoindol-8-yl]-3-methoxy-N-(piperidin-4-yl)benzamide